ClC=1C=C(C=C(C1OC=1C=C2C(=CC(=NC2=CC1)C=1C=NC(=CC1)C)C)Cl)N1N=C(C(NC1=O)=O)C#N 2-(3,5-dichloro-4-((2-(6-methylpyridin-3-yl)-4-methylquinolin-6-yl)oxy)phenyl)-3,5-dioxo-2,3,4,5-tetrahydro-1,2,4-triazine-6-carbonitrile